2,2,2-Trifluoro-1-(3-(methylsulfonyl)-4-((1-(methylsulfonyl)piperidin-4-yl)-methoxy)phenyl)ethan-1-amine FC(C(N)C1=CC(=C(C=C1)OCC1CCN(CC1)S(=O)(=O)C)S(=O)(=O)C)(F)F